ClC1=C2C=CN(C2=C(C=C1)C(=O)NC1CC2(CCC2)C1)CC1=CC=C(C=C1)N1CCOCC1 (Sa)-6-(4-Chloro-1-(4-morpholinobenzyl)-1H-indol-7-carboxamido)spiro[3.3]heptan